4-(tert-butylamino)-2-(((1R,3S)-3-hydroxycyclohexyl)amino)pyrimidine-5-carboxamide C(C)(C)(C)NC1=NC(=NC=C1C(=O)N)N[C@H]1C[C@H](CCC1)O